FC=1C=C(C=CC1OCOC)B(O)O (3-fluoro-4-(methoxymethoxy)phenyl)boronic acid